4-[2-(2,6-Dimethoxy-3-pyridyl)azepan-1-yl]-6-methyl-pyrimidin-2-amine COC1=NC(=CC=C1C1N(CCCCC1)C1=NC(=NC(=C1)C)N)OC